2-(benzofuran-3-yl)-1-(R)-(3-(tetrahydrofuran-2-yl)benzenesulfonamido)ethylboronic acid O1C=C(C2=C1C=CC=C2)C[C@H](NS(=O)(=O)C2=CC(=CC=C2)C2OCCC2)B(O)O